(2R,3R,4S,5R,6R)-6-(((RS)-3-(tert-butyl)-4,5-dihydroisoxazol-5-yl)methyl)-2-(hydroxymethyl)-5-methoxy-4-(4-(3,4,5-trifluorophenyl)-1H-1,2,3-triazol-1-yl)tetrahydro-2H-pyran-3-ol C(C)(C)(C)C1=NO[C@H](C1)C[C@@H]1[C@@H]([C@H]([C@H]([C@H](O1)CO)O)N1N=NC(=C1)C1=CC(=C(C(=C1)F)F)F)OC |&1:7|